C(C)OC(CC1=CC=CC2=C1O[C@@H](CN2C)C=2C=C(C1=C(C=CO1)C2)C2=C(C(=CC=C2)CN)F)=O |r| (±)-2-(2-(7-(3-(Aminomethyl)-2-fluorophenyl)benzofuran-5-yl)-4-methyl-3,4-dihydro-2H-benzo[b][1,4]oxazin-8-yl)acetic acid ethyl ester